trans-4-((4-(2-Cyclopropyloxazol-4-yl)pyridine-2-yl)((trans-4-(5-methoxy-6-methylpyridin-2-yl)cyclohexyl)methyl)carbamoyl)cyclohexyl 3-(2-hydroxypropan-2-yl)azetidine-1-carboxylate OC(C)(C)C1CN(C1)C(=O)O[C@@H]1CC[C@H](CC1)C(N(C[C@@H]1CC[C@H](CC1)C1=NC(=C(C=C1)OC)C)C1=NC=CC(=C1)C=1N=C(OC1)C1CC1)=O